C(C)(=O)OOOOF perfluoroperoxy acetyl peroxide